COC(C(CCCCCCCC=C)(C)C)=O 2,2-dimethylundec-10-enoic acid methyl ester